4-(2,6-difluorobenzyl)-2-(4-nitrophenyl)-2,4-dihydro-3H-1,2,4-triazol-3-one FC1=C(CN2C(N(N=C2)C2=CC=C(C=C2)[N+](=O)[O-])=O)C(=CC=C1)F